(S)-4-(7-fluoroimidazo[1,2-a]pyridin-3-yl)-1-oxoisoindoline-2-carboxylic acid tert-butyl ester C(C)(C)(C)OC(=O)N1C(C2=CC=CC(=C2C1)C1=CN=C2N1C=CC(=C2)F)=O